C(C(=N)[O-])N(CC(=O)[O-])CC(=O)[O-] The molecule is a dicarboxylic acid dianion that is the conjugate base of 2,2'-[(2-amino-2-oxoethyl)imino]diacetate(2-). It is an ADA and a dicarboxylic acid dianion. It is a conjugate base of a 2,2'-[(2-amino-2-oxoethyl)imino]diacetate(2-).